N1(CCCCC1)CC(=N)N 2-(piperidin-1-yl)acetamidine